NCCNCCC[Si](OC)(OC)OC N-2-aminoethyl-3-aminopropyl-trimethoxysilane